FC1=C(C=CC=C1)C1=NN2C(O[C@H](CC2)C)=C1C(=O)N[C@@H]1C(NC2=C(C(=N1)C1=CC=CC=C1)C=CC=C2)=O (5S)-2-(2-Fluorophenyl)-5-methyl-N-[(3S)-2-oxo-5-phenyl-1,3-dihydro-1,4-benzodiazepin-3-yl]-6,7-dihydro-5H-pyrazolo[5,1-b][1,3]oxazine-3-carboxamide